bis-(2-acryloyloxyethyl) ether C(C=C)(=O)OCCOCCOC(C=C)=O